monoethylene glycol diacrylate C(C=C)(=O)OCCOC(C=C)=O